C(C)(C)OC1=C(C=CC=C1)C1=NC(=NC(=C1)OC1=CC=CC=C1)NS(=O)(=O)C1=CC=CC=C1 N-[4-(2-isopropoxyphenyl)-6-phenoxy-pyrimidin-2-yl]benzenesulfonamide